2-bromo-1-(5-bromopyridin-2-yl)ethan-1-one BrCC(=O)C1=NC=C(C=C1)Br